ClC=1C=C(NC2(CCC3(C(CC4=CC(=C(C=C34)OCC)F)C[C@H](COC3=CC=NC=4CCC[C@H](C34)C)C)CC2)C(=O)O)C=CC1 4-(3-Chloroanilino)-6'-ethoxy-5'-fluoro-2'-[(2R)-2-methyl-3-{[(5R)-5-methyl-5,6,7,8-tetrahydroquinolin-4-yl]oxy}propyl]-2',3'-dihydrospiro[cyclohexane-1,1'-indene]-4-carboxylic acid